4-((2,2-dimethyl-3,3-diphenyl-4,7,10-trioxa-3-siladodecan-12-yl)oxy)-2-(2,6-dioxopiperidin-3-yl)isoindoline-1,3-dione CC(C)([Si](OCCOCCOCCOC1=C2C(N(C(C2=CC=C1)=O)C1C(NC(CC1)=O)=O)=O)(C1=CC=CC=C1)C1=CC=CC=C1)C